6-(((cis)-3-fluoro-4-methoxypiperidin-1-yl)methyl)-2-(3-(3-((4-methyl-4H-1,2,4-triazol-3-yl)methyl)oxetan-3-yl)phenyl)-4-(trifluoromethyl)isoindolin-1-one F[C@@H]1CN(CC[C@@H]1OC)CC1=CC(=C2CN(C(C2=C1)=O)C1=CC(=CC=C1)C1(COC1)CC1=NN=CN1C)C(F)(F)F